4,8-dimethyl-2-prop-2-ylidene-3,3a,4,5,6,8a-hexahydro-1H-azulen-6-yl acetate C(C)(=O)OC1CC(C2CC(CC2C(=C1)C)=C(C)C)C